C(C)(C)(C)OC(=O)N1CC(C1)CN1N=CC(=C1)NC1=C(N=NC(=C1)C1=C(C=CC=C1F)F)C(=O)[O-] 4-((1-((1-(tert-butoxycarbonyl)azetidin-3-yl)methyl)-1H-pyrazol-4-yl)amino)-6-(2,6-diFluorophenyl)pyridazine-3-carboxylate